C1=CC=C(C=2OC3=C(C21)C=CC=C3)C3=CC=2NC=1C=CC=CC1C2C=N3 3-dibenzofuran-4-yl-5H-pyrido[4,3-b]indole